FC(F)C1=NC=CC=N1 (difluoromethyl)pyrimidin